C1(CCC1)C(=O)NC1=CC=C(C(=O)O)C=C1 4-(cyclobutanecarboxamido)benzoic acid